C(CC)(=O)NCCCCO 4-propionamidobutanol